BrC1=CC=C(C=C1)S(=O)(=O)C(F)(F)F 1-bromo-4-triflyl-benzene